CC(C(C(=O)O)=O)CC 3-METHYL-2-OXOVALERIC ACID